CN1C(=NC2=C1C=CC(=C2)N[C@H](C)C2=CN=C1N2CCCC1)N |r| rac-1-methyl-N5-(1-(5,6,7,8-tetrahydroimidazo[1,2-a]pyridin-3-yl)ethyl)-1H-benzo[d]imidazole-2,5-diamine